S=C1NN=C(O1)N1C(C2=CC=CC=C2C1=O)=O 5-thioxo-4,5-dihydro-1,3,4-oxadiazol-2-ylisoindoline-1,3-dione